(E)-1-(4-amino-1,2,5-oxadiazol-3-yl)-N'-(3-fluorobenzylidene)-1H-1,2,3-triazole-4-carbohydrazide NC=1C(=NON1)N1N=NC(=C1)C(=O)N/N=C/C1=CC(=CC=C1)F